N-(3-(1-(4-aminocyclohexyl)-1H-indol-2-yl)-1H-pyrazol-5-yl)-4-((1-methylpiperidin-4-yl)amino)benzamide NC1CCC(CC1)N1C(=CC2=CC=CC=C12)C1=NNC(=C1)NC(C1=CC=C(C=C1)NC1CCN(CC1)C)=O